2-(thiophene-2-ylmethylene)malononitrile S1C(=CC=C1)C=C(C#N)C#N